1-Ethyl-8-((tetrahydro-2H-pyran-4-yl)methyl)-3-(1-(4-(trifluoromethyl)phenyl)ethyl)-1,3,8-triazaspiro[4.5]decane-2,4-dione C(C)N1C(N(C(C12CCN(CC2)CC2CCOCC2)=O)C(C)C2=CC=C(C=C2)C(F)(F)F)=O